2-chloro-N-(2,3,6-trifluoro-4-(2-(((3S,5S)-5-fluoropiperidin-3-yl)-amino)-8-isopropyl-7-oxo-7,8-dihydropyrido-[2,3-d]pyrimidin-6-yl)-phenyl)benzenesulfonamide hydrochloride Cl.ClC1=C(C=CC=C1)S(=O)(=O)NC1=C(C(=C(C=C1F)C1=CC2=C(N=C(N=C2)N[C@@H]2CNC[C@H](C2)F)N(C1=O)C(C)C)F)F